Cl.O=C1NC(C=CC1N1C(C2=CC=CC(=C2C1=O)N1CCNCC1)=O)=O 2-(2,6-dioxopyridin-3-yl)-4-(piperazine-1-yl)isoindole-1,3-dione hydrochloride